N[C@@H]1CC(=C(C[C@H]1C1=C(C2=NC(=CC(=C2S1)NCC=1OC=CC1)Cl)Cl)C)C 2-((1R,6R)-6-amino-3,4-dimethylcyclohex-3-en-1-yl)-3,5-dichloro-N-(furan-2-ylmethyl)thieno[3,2-b]pyridin-7-amine